2-((1R,3S)-3-amino-4-hydroxy-1-thiazol-5-yl-butylsulfanyl)-5-chloro-nicotinonitrile N[C@@H](C[C@H](C1=CN=CS1)SC1=C(C#N)C=C(C=N1)Cl)CO